ClC1=CC=C(C=C1)C(N1C[C@@H](N(C[C@H]1CC)C1=C2N=C(N(C2=NC(=N1)Cl)C[C@H]1OCCC1)C)C)C1=CC=C(C=C1)Cl 6-((2S,5R)-4-(bis(4-chlorophenyl)methyl)-5-ethyl-2-methylpiperazin-1-yl)-2-chloro-8-methyl-9-(((S)-tetrahydrofuran-2-yl)methyl)-9H-purine